C(C)(=O)C1=C(C2=C(N=C(N=C2)NC2=NC=C(C=C2)N2CCN(CC2)S(=O)(=O)N2C=NC=C2)N(C1=O)C1CCCC1)C 6-Acetyl-8-cyclopentyl-2-[[5-(4-imidazol-1-ylsulfonylpiperazin-1-yl)-2-pyridyl]-amino]-5-methylpyrido[2,3-d]pyrimidin-7-one